C(C)[C@H]1N(C[C@@H](N(C1)C1=CC(N2C=3C(=CC(=NC13)C#N)CC2)=O)C)C(C2=NC=C(C=C2)C(F)(F)F)C2=CC=C(C=C2)F 9-((2S,5R)-5-ethyl-4-((4-fluorophenyl)(5-(trifluoromethyl)pyridin-2-yl)methyl)-2-methylpiperazin-1-yl)-7-oxo-4,5-dihydro-7H-pyrrolo[3,2,1-de][1,5]naphthyridine-2-carbonitrile